(1R)-N2,N2-dimethyl-1-phenylethane-1,2-diamine CN(C[C@H](N)C1=CC=CC=C1)C